CC(C(=O)OCCCC#C)C=O pent-4-yn-1-yl 2-methyl-3-oxopropanoate